FC(C1=CC=C(OC2=C3CCN(C(C3=CC=C2)=O)C2=CC=C(C=C2)S(=O)(=O)C(F)(F)F)C=C1)(F)F 5-(4-(trifluoromethyl)phenoxy)-2-(4-((trifluoromethyl)sulfonyl)phenyl)-3,4-dihydroisoquinolin-1(2H)-one